C1(CC1)C(=O)N1C2CN(CC1CC2)C2=C1C(=NC=C2)N(C(=C1)C=1C=NN(C1)C(F)F)S(=O)(=O)C1=CC=C(C)C=C1 Cyclopropyl(3-(2-(1-(difluoromethyl)-1H-pyrazol-4-yl)-1-tosyl-1H-pyrrolo[2,3-b]pyridin-4-yl)-3,8-diazabicyclo[3.2.1]octan-8-yl)methanone